(R,S)-3-(4-amino-1-oxo-1,3-dihydro-2H-isoindol-2-yl)piperidine NC1=C2CN(C(C2=CC=C1)=O)[C@H]1CNCCC1